N-isopropyl-6-methoxy-[1,1'-biphenyl]-3-carboxamide C(C)(C)NC(=O)C=1C=C(C(=CC1)OC)C1=CC=CC=C1